N(=[N+]=[N-])[C@@]1(C[C@H](O)[C@@H](CO)O1)N1C=NC=2C(N)=NC=NC12 azido-deoxyadenosine